C1(CCC1)CNC=1N=CC2=C(N(C(C=3C=C(C=CC23)CN2CCOCC2)=O)[C@@H]2CC[C@H](CC2)O)N1 trans-3-((Cyclobutylmethyl)amino)-5-(4-hydroxycyclohexyl)-8-(morpholinomethyl)pyrimido[4,5-c]isoquinolin-6(5H)-one